methyl (Z)-4-(1-fluoro-2-(3'-((3-(hydroxymethyl)-1,7-naphthyridin-8-yl) amino)-2,2'-dimethyl-[1,1'-biphenyl]-3-yl) vinyl)-2-methoxybenzoate F\C(=C/C=1C(=C(C=CC1)C1=C(C(=CC=C1)NC=1N=CC=C2C=C(C=NC12)CO)C)C)\C1=CC(=C(C(=O)OC)C=C1)OC